N1(CCCCC1)CCCCNC(OC(CCC\C=C/CCCCC)C(CCC\C=C/CCCCC)CCC\C=C/CCCCC)=S (6Z,16Z)-12-((Z)-dec-4-en-1-yl)docosa-6,16-dien-11-yl (4-(piperidin-1-yl)butyl)-carbamothioate